COC1=CC=C(C=C1)C=1N=C(SC1)NCCCOC 4-(4-methoxyphenyl)-N-(3-methoxypropyl)thiazol-2-amine